tris[(2-dimethylamino)ethyl]amine CN(C)CCN(CCN(C)C)CCN(C)C